N-(3-acryloxy-2-hydroxypropyl)-3-aminopropyltriethoxysilane (±)-ethyl-(1S,2R,5R)-2-((4-nitrobenzoyl)oxy)bicyclo[3.1.0]hexane-6-carboxylate C(C)OC(=O)[C@@H]1[C@@H]2CC[C@H]([C@H]12)OC(C1=CC=C(C=C1)[N+](=O)[O-])=O.C(C=C)(=O)OCC(CNCCC[Si](OCC)(OCC)OCC)O |&1:5|